C1(CC2C(CC1)O2)C(C(F)(F)F)(C(F)(F)F)C2CC1C(CC2)O1 2,2-bis(3,4-epoxycyclohexyl)hexafluoropropane